ClC1=NC=C(C(=C1)N\C(\C)=N\C(CC(=O)OC)=O)C methyl (E)-3-((1-((2-chloro-5-methylpyridin-4-yl)amino)ethylidene)amino)-3-oxopropanoate